(E)-2-chloro-6-(2-(2-chlorobenzenesulfonyl)vinyl)pyridine ClC1=NC(=CC=C1)\C=C\S(=O)(=O)C1=C(C=CC=C1)Cl